ClC1=NC(=NC(=N1)Cl)NC1=C(C=CC=C1)S(=O)(=O)NC(=O)C=1C=C(C(=O)O)C=CN1 2-(((2-((4,6-dichloro-1,3,5-triazin-2-yl)amino)phenyl)sulfonyl)carbamoyl)isonicotinic acid